OC(C)C=1C=NN(C1)C1=CC=C(C=N1)S(=O)(=O)NC=1C(=CC=C2C=NN(C12)C)OC 6-[4-(1-hydroxyethyl)pyrazol-1-yl]-N-(6-methoxy-1-methylindazol-7-yl)pyridine-3-sulfonamide